N1=C2C(=NO1)C(=CC=C2)C2C(=C(NC(=C2[N+](=O)[O-])C)C)C(=O)OCCCCN2CCN(CC2)C2=C(C=CC=C2)OC 4-(4-Benzofurazanyl)-1,4-dihydro-2,6-dimethyl-5-nitro-3-pyridinecarboxylic acid, {4-[4-(2-methoxyphenyl)-1-piperazinyl]butyl} ester